5-[4-[2-[(2S,6R)-4-[4-(5-amino-1H-indazol-3-yl)-2-piperidinyl]-2,6-dimethyl-piperazin-1-yl]ethyl]piperazin-1-yl]-2-(2,6-dioxo-3-piperidinyl)isoindoline-1,3-dione NC=1C=C2C(=NNC2=CC1)C1CC(NCC1)N1C[C@@H](N([C@@H](C1)C)CCN1CCN(CC1)C=1C=C2C(N(C(C2=CC1)=O)C1C(NC(CC1)=O)=O)=O)C